The molecule is a long chain fatty alcohol that is octadecanol containing a double bond located at position 9 (the Z-geoisomer). It has a role as a nonionic surfactant and a metabolite. It is a long-chain primary fatty alcohol and a fatty alcohol 18:1. CCCCCCCC/C=C\\CCCCCCCCO